NC=1C=CC=C2C=CC(=C(C12)O)N=NC1=CC=CC=C1 8-Amino-2-phenylazo-1-naphthol